C(C)(C)(C)OC(=O)N1CCCC(CCC1)(O)C1=CC=C(C=C1)C1=CC(=CC2=CC(=CC=C12)C1=CC=C(C=C1)C(F)(F)F)C(=O)O 4-(4-(1-(tert-Butoxycarbonyl)-5-hydroxyazocan-5-yl)phenyl)-7-(4-(trifluoromethyl)phenyl)-2-naphthoic acid